ethyl 2-(((S)-3-(5-chloro-2-methylphenyl)-3-(4-isopropylpiperazin-1-yl)propyl)(methyl)amino)-2-(4-fluoro-3-methyl-2-(1-(2,2,2-trifluoroethyl)piperidin-4-yl)phenyl)acetate ClC=1C=CC(=C(C1)[C@H](CCN(C(C(=O)OCC)C1=C(C(=C(C=C1)F)C)C1CCN(CC1)CC(F)(F)F)C)N1CCN(CC1)C(C)C)C